CC1=CC=C(C=C1)S(=O)(=O)OC(=CC#N)C1=CC=CC=C1 3-(4-Toluenesulfonyloxy)-3-phenylprop-2-enenitrile